Benzyl (3S,5S)-3-fluoro-5-((6-(3-fluoro-4-((phenylmethyl)sulfonamido)phenyl)pyrido[3,2-d]pyrimidin-2-yl)amino)piperidine-1-carboxylate F[C@@H]1CN(C[C@H](C1)NC=1N=CC2=C(N1)C=CC(=N2)C2=CC(=C(C=C2)NS(=O)(=O)CC2=CC=CC=C2)F)C(=O)OCC2=CC=CC=C2